P(=O)(O)(O)OCC1(CC(C1)(F)F)C (3,3-Difluoro-1-methylcyclobutyl)methanol phosphate